6-((4-chloro-3-((1-(4-(2-cyclopropoxyphenyl)pyridin-3-yl)cyclopropoxy)methyl)phenyl)sulfonyl)-5,6,7,8-tetrahydro-1,6-naphthyridin-2-ol monoammonium terephthalate C(C1=CC=C(C(=O)O)C=C1)(=O)[O-].[NH4+].ClC1=C(C=C(C=C1)S(=O)(=O)N1CC=2C=CC(=NC2CC1)O)COC1(CC1)C=1C=NC=CC1C1=C(C=CC=C1)OC1CC1